5-bromo-2-chloro-3-(1-phenylethoxy)pyridine BrC=1C=C(C(=NC1)Cl)OC(C)C1=CC=CC=C1